4-(3,5-dimethylisoxazol-4-yl)-N1-((trans)-4-(methoxy-d3)cyclohexyl)benzene-1,2-diamine CC1=NOC(=C1C=1C=C(C(=CC1)N[C@@H]1CC[C@H](CC1)OC([2H])([2H])[2H])N)C